methyl 2-hydroxy-2-(3'-(trifluoromethoxy)-[1,1'-biphenyl]-3-yl)acetate OC(C(=O)OC)C=1C=C(C=CC1)C1=CC(=CC=C1)OC(F)(F)F